6-(4-fluorobenzyl)biphenyl-2,5-diamine FC1=CC=C(CC=2C(=CC=C(C2C2=CC=CC=C2)N)N)C=C1